OC1=NOC=C1 3-hydroxyisoxazole